N-(3-fluoro-4-(trifluoromethyl)phenyl)-4-(2-fluoropyridin-4-yl)-6-hydroxy-8-oxatricyclo[3.2.1.02,4]octane-2-carboxamide FC=1C=C(C=CC1C(F)(F)F)NC(=O)C12C3CC(C(C2(C1)C1=CC(=NC=C1)F)O3)O